dioleoylcholine C(CCCCCCC\C=C/CCCCCCCC)(=O)C(O)(C[N+](C)(C)C)C(CCCCCCC\C=C/CCCCCCCC)=O